N-(4-(N-tert-butylsulfamoyl)phenyl)-2,3-dihydro-1H-pyrrolo[3,2-c]pyridine-2-carboxamide C(C)(C)(C)NS(=O)(=O)C1=CC=C(C=C1)NC(=O)C1CC=2C=NC=CC2N1